ClC=1C=C(C=CC1F)NC(=O)C1=C(N=CN1C)C1CC2CC(CC2C1)(C=1C(=NN(C1)C1CCC(CC1)=O)C(F)(F)F)O N-(3-Chloro-4-fluorophenyl)-4-(5-hydroxy-5-(1-(4-oxocyclohexyl)-3-(trifluoromethyl)-1H-pyrazol-4-yl)octahydropentalen-2-yl)-1-methyl-1H-imidazole-5-carboxamide